ClC1=C2C(=C(N=N1)C)C=NC(=C2)N2CCN(CC2)C(=O)N2CCC(CC2)CO (4-(1-chloro-4-methylpyrido[3,4-d]pyridazin-7-yl)piperazin-1-yl)(4-(hydroxymethyl)piperidin-1-yl)methanone